NC=1C=C(C=C(C1)[C@@H](C)NC1=NC(=NC2=CC(=C(C=C12)OCCOC)Cl)C)C(C(C)(O)C)(F)F (R)-1-(3-amino-5-(1-((7-chloro-6-(2-methoxyethoxy)-2-methylquinazolin-4-yl)Amino)ethyl)phenyl)-1,1-difluoro-2-methylpropan-2-ol